CN1N=NC(=C1C=1C=C2C(=NC1)C1=C(N2C(C2CCOCC2)C2=NC=CC=C2F)C(=C(S1)C(C)(C)O)C([2H])([2H])[2H])C 2-(6-(1,4-dimethyl-1H-1,2,3-triazol-5-yl)-4-((3-fluoropyridin-2-yl)(tetrahydro-2H-pyran-4-yl)methyl)-3-(methyl-d3)-4H-thieno[2',3':4,5]pyrrolo[3,2-b]pyridin-2-yl)propan-2-ol